ethyl[(3-{2-chloro-5-[2,6-dioxo-4-(trifluoromethyl)-3,6-dihydropyrimidin-1(2H)-yl]-4-fluorophenoxy}pyridin-2-yl)oxy]acetate C(C)OC(COC1=NC=CC=C1OC1=C(C=C(C(=C1)N1C(NC(=CC1=O)C(F)(F)F)=O)F)Cl)=O